2-(4-(5-Amino-4-cyano-1-isopropyl-1H-pyrazol-3-yl)phenyl)-N-(3-(bicyclo[1.1.1]pentan-1-ylmethyl)isoxazol-5-yl)acetamide NC1=C(C(=NN1C(C)C)C1=CC=C(C=C1)CC(=O)NC1=CC(=NO1)CC12CC(C1)C2)C#N